CC1=CC[C@@H](CC1)C(C)(C)OC(C)=O |r| Acetic acid (+-)-2-(4-methyl-3-cyclohexen-1-yl)-2-n-propyl ester